2-{3-[(6-methanesulfonyl-pyridin-3-yl)amino]prop-1-yn-1-yl}-N-[1-(1-methylpiperidin-4-yl)piperidin-4-yl]-1-(2,2,2-trifluoroethyl)-1H-indol-4-amine CS(=O)(=O)C1=CC=C(C=N1)NCC#CC=1N(C=2C=CC=C(C2C1)NC1CCN(CC1)C1CCN(CC1)C)CC(F)(F)F